O=C(CCC(=O)[O-])CC 4-oxohexanoate